ClC=1C=CC=C2C=CC=C(C12)C1=C(C=2N=C(N=CC2C=N1)OC[C@H]1N(C[C@@H](C1)OCC)C)F 7-(8-chloronaphthalen-1-yl)-2-(((2S,4R)-4-ethoxy-1-methylpyrrolidin-2-yl)methoxy)-8-fluoropyrido[4,3-d]pyrimidine